5-(7-methoxy-2-methyl-2H-indazol-5-yl)-2-[6-(3-methylpiperazin-1-yl)pyridazin-3-yl]pyridin-3-ol dihydrochloride Cl.Cl.COC1=CC(=CC2=CN(N=C12)C)C=1C=C(C(=NC1)C=1N=NC(=CC1)N1CC(NCC1)C)O